methyl 4-(aminomethyl)-5-methyl-1-(2-trimethylsilylethoxymethyl)pyrazole-3-carboxylate NCC=1C(=NN(C1C)COCC[Si](C)(C)C)C(=O)OC